(2-methyl-1,5,6,7-tetrahydro-s-indacen-1-yl)dimethyl-(2-methyl-indene) CC=1C(C2=CC=3CCCC3C=C2C1)CC1C(=C(C2=CC=CC=C12)C)C